C(C1=CC=CC=C1)OC(=O)N1CCC(CC1)OC(=O)Cl 4-((chlorocarbonyl)oxy)piperidine-1-carboxylic acid benzyl ester